C(#N)N1C[C@H](CC1)CNC(=O)C=1N=C2N(C=CC(=C2)C2CC2)C1 (R)-N-((1-Cyanopyrrolidin-3-yl)methyl)-7-cyclopropylimidazo[1,2-a]pyridin-2-carboxamid